C(CCCCCCCCC\C=C/CCCC)O (Z)-11-hexadecen-1-ol